Racemic-(4-(2-methyl-5-(trifluoromethyl)phenyl)piperazin-1-yl)(2-(4-(trifluoromethyl)phenyl)cyclopropyl)-methanone CC1=C(C=C(C=C1)C(F)(F)F)N1CCN(CC1)C(=O)C1C(C1)C1=CC=C(C=C1)C(F)(F)F